[Na].CCC.CCC di-propane sodium